B([O-])([O-])[O-].B([O-])([O-])[O-].B([O-])([O-])[O-].B([O-])([O-])[O-].[Na+].[Na+].[Na+].[Na+].[Na+].[Na+].[Na+].[Na+].[Na+].[Na+].[Na+].[Na+] sodium tetraborate